FC=1C=C(C=C(C1)F)C(C)NC=1C=C2C(=NNC2=CC1)C=CC=1C=NN(C1)CCO 2-(4-(2-(5-((1-(3,5-difluorophenyl)ethyl)amino)-1H-indazol-3-yl)vinyl)-1H-pyrazol-1-yl)-1-ethanol